4-{[1-(3,5-Dichloro-benzenesulfonyl)-2,3-dihydro-1H-indole-6-carbonyl]-amino}-benzoic acid ClC=1C=C(C=C(C1)Cl)S(=O)(=O)N1CCC2=CC=C(C=C12)C(=O)NC1=CC=C(C(=O)O)C=C1